S1C(=CC=C1)C=1N(C2=CC=CC=C2C1)S(=O)(=O)C1=CC=C(C=C1)C 2-(2-thienyl)-1-[(4-methylphenyl)sulfonyl]-1H-indole